L-alanine isopropyl-acetate C(C)(C)CC(=O)O.N[C@@H](C)C(=O)O